COC1=C(O)C=CC(=C1)O 2-methoxy-hydroquinone